2-(4-(benzyloxy)pyridin-3-yl)pyrimidin-4-amine C(C1=CC=CC=C1)OC1=C(C=NC=C1)C1=NC=CC(=N1)N